2-(4-fluorophenyl)-N-((5-(2,6-dioxopiperidin-3-yl)-4-oxo-5,6-dihydro-4H-thieno[3,4-c]pyrrol-1-yl)methyl)-2-oxoacetamide FC1=CC=C(C=C1)C(C(=O)NCC=1SC=C2C1CN(C2=O)C2C(NC(CC2)=O)=O)=O